N-[5-[2-[3-[(4-methoxyphenyl)methoxy]-4-pyridyl]ethynyl]-8-(methylamino)-2,7-naphthyridin-3-yl]cyclopropanecarboxamide COC1=CC=C(C=C1)COC=1C=NC=CC1C#CC1=C2C=C(N=CC2=C(N=C1)NC)NC(=O)C1CC1